tert-butyl 4-[2-[2-(dimethylamino)ethoxy]-7-(3-hydroxy-1-naphthyl)-6,8-dihydro-5H-pyrido[3,4-d]pyrimidin-4-yl]-2-(dimethylcarbamoyl)piperazine-1-carboxylate CN(CCOC=1N=C(C2=C(N1)CN(CC2)C2=CC(=CC1=CC=CC=C21)O)N2CC(N(CC2)C(=O)OC(C)(C)C)C(N(C)C)=O)C